FC(CN1N=NC2=C1C=C(C=C2)C=2C(=CN1N=C(N=C(C12)OC([2H])([2H])[2H])NC1CCC2(COC2)CC1)F)F 5-(1-(2,2-difluoroethyl)-1H-benzo[d][1,2,3]triazol-6-yl)-6-fluoro-4-(methoxy-d3)-N-(2-oxaspiro[3.5]nonan-7-yl)pyrrolo[2,1-f][1,2,4]triazin-2-amine